C(C=C)(=O)OCC(OCC(OCC(OCC(OCC(OCC(OCC(C)OC(CS)=O)C)C)C)C)C)C 2,5,8,11,14,17-hexamethyl-20-[(2-sulfanylacetyl)oxy]-3,6,9,12,15,18-hexaoxahenicosan-1-yl prop-2-enoate